4-((4-acetyl-3,5-dimethyl-6-((5-methyl-1H-pyrazol-3-yl)amino)pyridin-2-yl)methyl)-1-(3-chloro-2-fluorobenzyl)piperidine-4-carboxylic acid C(C)(=O)C1=C(C(=NC(=C1C)NC1=NNC(=C1)C)CC1(CCN(CC1)CC1=C(C(=CC=C1)Cl)F)C(=O)O)C